ClC1=CC=C(C=C1)C1=NN(CCC1C1=CC=CC=C1)C(=O)NS(=O)(=O)C1=CC=C(C=C1)C#N 3-(4-chlorophenyl)-N-((4-cyanophenyl)sulfonyl)-4-phenyl-5,6-dihydropyridazine-1(4H)-carboxamide